OC(=O)C(F)(F)F.CNC1CCN(CC1)C(=O)OC1=C(C=2C=C3C(=NC2C=C1)C1=CC2=C(C(N1C3)=O)COC([C@]2(O)CC)=O)CN(C)C (S)-10-((Dimethylamino)methyl)-4-ethyl-4-hydroxy-3,14-dioxo-3,4,12,14-tetrahydro-1H-pyrano[3',4':6,7]indolizino[1,2-b]quinolin-9-yl 4-(methylamino)piperidine-1-carboxylate TFA salt